C(C)(=O)OC[C@H]1OC([C@@H]([C@H]([C@H]1F)OC(C)=O)OC(C)=O)OC(C)=O [(2R,3S,4R,5R)-4,5,6-triacetoxy-3-fluoro-tetrahydropyran-2-yl]methyl acetate